3,4-(methylenedioxy)cinnamoyl chloride C1OC=2C=C(C=CC(=O)Cl)C=CC2O1